NC1=CC=C(C=C1)C1CCC(C1(O)CN1N=CN=C1)(C)C 5-(4-Aminophenyl)-2,2-dimethyl-1-(1H-1,2,4-triazole-1-ylmethyl)cyclopentanol